O=C1NC(CCC1N1C(C2=CC=C(C=C2C1=O)CN1CCC(=CC1)C=1SC=CC1)=O)=O 2-(2,6-dioxopiperidin-3-yl)-5-((4-(thiophen-2-yl)-3,6-dihydropyridine-1(2H)-yl)methyl)isoindoline-1,3-dione